5-methyl-2-phenoxy-3-benzhydryl-(1-trimethylsilylindenyl)dimethylsilyl-phenyl-titanium dichloride [Cl-].[Cl-].CC=1C=C(C(=C(C1)[Ti+2]([SiH](C)C)C=1C(C2=CC=CC=C2C1)[Si](C)(C)C)OC1=CC=CC=C1)C(C1=CC=CC=C1)C1=CC=CC=C1